N-isopropylbenzimidoyl chloride C(C)(C)N=C(C1=CC=CC=C1)Cl